C(C)S(=O)(=O)NC1=CC(=C(OC2=CC=C(C=C2)CCN2CCN(CC2)CC2CCN(CC2)C(=O)OC(C)(C)C)C=C1)C=1C2=C(C(N(C1)C)=O)NC=C2 tert-butyl 4-[[4-[2-[4-[4-(ethylsulfonylamino)-2-(6-methyl-7-oxo-1H-pyrrolo[2,3-c]pyridin-4-yl)phenoxy]phenyl]ethyl] piperazin-1-yl]methyl]piperidine-1-carboxylate